butyl (acrylate) C(C=C)(=O)OCCCC